ClC1=C(C=CC=C1)N1N=C(C=C1C1=CC=CC=C1)C(=O)OC methyl 1-(2-chlorophenyl)-5-phenyl-1H-pyrazole-3-carboxylate